(3-methoxy-2-pyridyl)methanol COC=1C(=NC=CC1)CO